OC(COC=1C=C(C=2N(C1)N=CC2C#N)C=2C=NC(=CC2)N2CC(C2)OC2=NC=C(C=C2)C)(C)C 6-(2-hydroxy-2-methylpropoxy)-4-(6-(3-((5-methylpyridin-2-yl)oxy)azetidin-1-yl)pyridin-3-yl)pyrazolo[1,5-a]pyridine-3-carbonitrile